5-(7,8-Dimethyl-[1,2,4]triazolo[1,5-a]pyridin-6-yl)-N-(4-(dimethylamino)cyclohexyl)-6-isopropyl-4H-pyrrolo[3,2-d]thiazole-2-carboxamide CC1=C(C=2N(C=C1C1=C(C=3N=C(SC3N1)C(=O)NC1CCC(CC1)N(C)C)C(C)C)N=CN2)C